FC1(CCC(CC1)[C@H](NC(=O)C1=NON=C1C(C)C)C=1N=C2N(N=CC(=C2)[C@H](C(C)C)NC(CCC(F)(F)F)=O)C1)F |o1:27| N-((S)-(4,4-Difluorocyclohexyl)(7-((S*)-2-methyl-1-(4,4,4-trifluorobutanamido)propyl)imidazo[1,2-b]pyridazin-2-yl)methyl)-4-isopropyl-1,2,5-oxadiazole-3-carboxamide